3-(perfluorophenyl)benzo[c]isoxazole FC1=C(C(=C(C(=C1F)F)F)F)C1=C2C(=NO1)C=CC=C2